C(C)N1C(NC=2C(=C(C=C3C2C1=NN3C)CO)F)=O 3-ethyl-6-fluoro-7-(hydroxymethyl)-1-methyl-1,5-dihydropyrazolo[3,4,5-de]quinazolin-4(3H)-one